C(C)(C)(C)OC(=O)N1S(OC[C@@H]1CCCC(C)C)(=O)=O (S)-4-(4-methylpentyl)-1,2,3-oxathiazolidine-3-carboxylic acid tert-butyl ester 2,2-dioxide